4-(((5,5-dimethyl-dihydro-isoxazol-4-yl)thio)methyl)-1-methyl-3-(trifluoromethyl)-1H-pyrazol-5-ol CC1(C(CNO1)SCC=1C(=NN(C1O)C)C(F)(F)F)C